3-(2,2-Diethoxyethoxy)thiophene methyl-methacrylate COC(C(=C)C)=O.C(C)OC(COC1=CSC=C1)OCC